BrC1=C(C(=CC=C1)C)F 1-Bromo-2-fluoro-3-methylbenzene